OC(=C=C=C=C=CC(=O)O)C=C=C=C=C=C\C=C\[C@H]([C@H](C\C=C/CC)O)O (4Z,7S,8E,10Z,12E,14E,16R,17S,19Z)-7,16,17-Trihydroxydocosahexen-4,8,10,12,14,19-Hexaenoic acid